(1r,4r)-4-(2,5-dimethyl-1H-pyrrol-1-yl)cyclohexan-1-ol CC=1N(C(=CC1)C)C1CCC(CC1)O